1-(2-hydroxyethyl)-4-methyl-3-(3-methyl-5-{[6-(trifluoromethyl)pyridin-3-yl]oxy}phenyl)-1H,4H,5H-pyrrolo[3,2-b]pyridin-5-one OCCN1C=C(C=2N(C(C=CC21)=O)C)C2=CC(=CC(=C2)OC=2C=NC(=CC2)C(F)(F)F)C